BrC1=C(C=CC(=C1)F)C=1C(=NN(C1NC1=C(C=CC=C1)F)C)C (2-Bromo-4-fluorophenyl)-N-(2-fluorophenyl)-1,3-dimethyl-1H-pyrazol-5-amin